ClC1=C(C=C(OCC[C@H](B2OC(C(O2)(C)C)(C)C)N[S@@](=O)C(C)(C)C)C=C1)F (S)-N-((S)-3-(4-chloro-3-fluorophenoxy)-1-(4,4,5,5-tetramethyl-1,3,2-dioxaborolan-2-yl)propyl)-2-methylpropane-2-sulfinamide